OC=1C(=C(C(=CC1)C)N1C=NC2=C(C1=O)C=C(N2)C=2C=C(C(=NC2)C#N)C)C 5-(3-(3-Hydroxy-2,6-dimethylphenyl)-4-oxo-4,7-dihydro-3H-pyrrolo[2,3-d]pyrimidin-6-yl)-3-methylpyridinenitrile